diethyl ((5-(3-morpholinopropoxy)pyridine-2-sulfonimidoyl)methyl)phosphonate O1CCN(CC1)CCCOC=1C=CC(=NC1)S(=O)(=N)CP(OCC)(OCC)=O